Tert-butyl N-[2-oxo-2-[(4-phenylthiazol-2-yl)amino]ethyl]carbamate O=C(CNC(OC(C)(C)C)=O)NC=1SC=C(N1)C1=CC=CC=C1